CN(C=1C=C(OCCOCC2=NC=CC(=C2)N(CC2=CC=C(C=C2)N2CCN(CC2)C)CC2=CC(=CC=C2)OC)C=CC1)C 2-((2-(3-(dimethylamino)phenoxy)ethoxy)methyl)-N-(3-methoxybenzyl)-N-(4-(4-methylpiperazin-1-yl)benzyl)pyridin-4-amine